2-((4-chlorobenzyl)thio)-6-fluorobenzo[d]oxazole ClC1=CC=C(CSC=2OC3=C(N2)C=CC(=C3)F)C=C1